C1(CC1)C1=C(C(=NO1)C1=C(C=CC=C1Cl)Cl)CO[C@@H]1[C@@H]2CN([C@H](C1)C2)C=2SC1=C(N2)C(=CC(=C1)C(=O)OC)F methyl 2-[(1S,4S,5S)-5-[[5-cyclopropyl-3-(2,6-dichlorophenyl)-1,2-oxazol-4-yl]methoxy]-2-azabicyclo[2.2.1]heptan-2-yl]-4-fluoro-1,3-benzothiazole-6-carboxylate